ClC=1C=C(C=C(C1OCCCl)Cl)C(C)(C)C1=CC=C(OC(C)C2=C(N=CO2)S(=O)(=O)C)C=C1 5-(1-(4-(2-(3,5-dichloro-4-(2-chloroethoxy)phenyl)propan-2-yl)phenoxy)ethyl)-4-(methylsulfonyl)oxazole